4,4'-(tetrahydro-2H-pyran-4,4-diyl)diphenol O1CCC(CC1)(C1=CC=C(C=C1)O)C1=CC=C(C=C1)O